FC=1C=CC(=C(C(=O)NC2=C(C=C(C(=O)O)C=C2)F)C1)C 4-(5-fluoro-2-methylbenzamido)-3-fluorobenzoic acid